C(C)(=O)C1=CC(=CC=2NC(CN(S(C21)(=O)=O)[C@@H](C(C)C2=C(C(=CC=C2F)C)C)C2=NNC(O2)=O)=O)Cl 5-((1S)-1-(9-acetyl-7-chloro-1,1-dioxido-4-oxo-4,5-dihydrobenzo[f][1,2,5]thiadiazepin-2(3H)-yl)-2-(6-fluoro-2,3-dimethylphenyl)propyl)-1,3,4-oxadiazol-2(3H)-one